6-[[(2S,3R)-3-amino-2-[[2-(aminomethyl)phenyl]methyl]butyl]amino]-5-chloro-N-(5-fluorothiazol-2-yl)pyridine-3-sulfonamide N[C@@H]([C@H](CNC1=C(C=C(C=N1)S(=O)(=O)NC=1SC(=CN1)F)Cl)CC1=C(C=CC=C1)CN)C